(3s,4r)-4-(2,6-difluoro-4-methoxyphenyl)-3-[(5-{4-[(3-fluoropyridin-2-yl)oxy]phenyl}-1,3,4-oxadiazol-2-yl)amino]pyrrolidin-2-one FC1=C(C(=CC(=C1)OC)F)[C@H]1[C@@H](C(NC1)=O)NC=1OC(=NN1)C1=CC=C(C=C1)OC1=NC=CC=C1F